C1(CCC1)C(=O)OC1=C(C(=C(C=C1)N)C)F methyl-(4-amino-2-fluorophenyl) cyclobutane-1-carboxylate